C1=CC=CC=2C3=CC=CC=C3C(C12)OC(N[C@@H](CSC1=CC=CC=C1)CC=O)=O (9H-fluoren-9-yl)-(R)-(4-oxo-1-(phenylthio)butan-2-yl)carbamate